phenyl 2,3-dihydroxybenzoate OC1=C(C(=O)OC2=CC=CC=C2)C=CC=C1O